(2S)-2-amino-4-(5-chloro-2-fluorophenyl)butanoic acid N[C@H](C(=O)O)CCC1=C(C=CC(=C1)Cl)F